ClC1=CC=C2C(=CC=NC2=C1)NC1=CC(=CC(=C1)N1N=CC=C1)OC 7-Chloro-N-(3-Methoxy-5-(1H-pyrazol-1-yl)phenyl)quinolin-4-amine